N[C@@H](CCC(OC(C)(C)C)=O)C(NCCOCCOCCC(=O)O)=O (S)-7-amino-2,2-dimethyl-4,8-dioxo-3,12,15-trioxa-9-azaoctadecan-18-oic acid